rac-(3aR,5R,7aR)-1,3,3-trimethyl-5-pentyloctahydrobenzo[c]isoxazole CN1OC([C@H]2[C@H]1CC[C@H](C2)CCCCC)(C)C |r|